N-(3-fluoro-2-(4-methoxybenzoyl)-3-methylbutyl)-N-(benzenesulfonyl)benzenesulfonamide FC(C(CN(S(=O)(=O)C1=CC=CC=C1)S(=O)(=O)C1=CC=CC=C1)C(C1=CC=C(C=C1)OC)=O)(C)C